1-[4-(dimethylamino)-2,5-dimethoxyphenyl]ethanone CN(C1=CC(=C(C=C1OC)C(C)=O)OC)C